(2-chloropyrimidin-5-yl)carbamate ClC1=NC=C(C=N1)NC([O-])=O